3-(N-(4-bromophenyl)sulfamoyl)-N-(4-morpholinophenyl)benzamide BrC1=CC=C(C=C1)NS(=O)(=O)C=1C=C(C(=O)NC2=CC=C(C=C2)N2CCOCC2)C=CC1